1-(4-(2-bromo-1H-indol-3-yl)piperidin-1-yl)-2-(4-(trifluoromethyl)phenyl)ethanone BrC=1NC2=CC=CC=C2C1C1CCN(CC1)C(CC1=CC=C(C=C1)C(F)(F)F)=O